((2-(4-(2-(2-butyloctanamido)ethyl)piperazin-1-yl)ethyl)azanediyl)bis(butane-4,1-diyl) bis(2-butyloctanoate) C(CCC)C(C(=O)OCCCCN(CCCCOC(C(CCCCCC)CCCC)=O)CCN1CCN(CC1)CCNC(C(CCCCCC)CCCC)=O)CCCCCC